C(C1=CC=CC=C1)OC1=C(C(=O)O)C=CC=C1 2-benzyloxybenzoic acid